naphthaleneylether C1(=CC=CC2=CC=CC=C12)OC1=CC=CC2=CC=CC=C12